((S)-1-(4-fluorophenyl)-3,4-dihydroisoquinolin-2(1H)-yl)((3R,6R)-1,5-dioxaspiro[2.4]heptane-6-yl)methanone FC1=CC=C(C=C1)[C@@H]1N(CCC2=CC=CC=C12)C(=O)[C@@H]1OC[C@]2(CO2)C1